FC(C(=O)O)(F)F.F[C@H]1C[C@@H](CN(C1)C=1C=NC=CC1)N (3S,5S)-5-fluoro-1-(pyridin-3-yl)piperidin-3-amine trifluoroacetate